BrC=1C=CC2=C(C(=N[C@H](C=3N2C(=NN3)SCCN)CCC(=O)OC)C3=C(C=CC=C3)F)C1 methyl (S)-3-(8-bromo-6-(2-fluorophenyl)-1-((2-aminoethyl)thio)-4H-benzo[f][1,2,4]triazolo[4,3-a][1,4]diazepin-4-yl)propionate